C(C1=CC=CC=C1)OC1=C(C(=C(C=C1)C(C(CC(=O)[O-])C)=O)OCOC)Cl 4-[4-benzyloxy-3-chloro-2-(methoxymethyloxy)phenyl]-3-methyl-4-oxobutanoate